1-amino-4-β-methoxyethyl-aminobenzene NC1=C(C=C(C=C1)CCOC)N